6-(2,6-Dichloro-4-nitrophenoxy)-2-ethyl-3,4-dihydroisoquinolin-1(2H)-one-13C ClC1=C(OC=2C=C3CCN([13C](C3=CC2)=O)CC)C(=CC(=C1)[N+](=O)[O-])Cl